CCC(CC(CCC=CC=C)=O)=O undec-8,10-diene-3,5-dione